FC1(CCC(CC1)C(=O)OCC)F Ethyl 4,4-Difluorocyclohexane-1-Carboxylate